2-cyano-N-[(1r,3s)-3-{[2-(trifluoromethyl)quinolin-4-yl]amino}cyclohexyl]benzamide methyl-3-amino-6-chloropyridine-2-carboxylate COC(=O)C1=NC(=CC=C1N)Cl.C(#N)C1=C(C(=O)N[C@H]2C[C@H](CCC2)NC2=CC(=NC3=CC=CC=C23)C(F)(F)F)C=CC=C1